((((((9H-fluorene-9,9-diylbis(4,1-phenylene))bis(oxy))bis(ethane-2,1-diyl))bis(oxy))bis(carbonyl))bis(azanediyl))bis(ethane-2,1-diyl) Diacrylate C(C=C)(=O)OCCNC(=O)OCCOC1=CC=C(C=C1)C1(C2=CC=CC=C2C=2C=CC=CC12)C1=CC=C(C=C1)OCCOC(=O)NCCOC(C=C)=O